(R)-N-(1-(3-(difluoromethyl)-2-fluorophenyl)ethyl)-6,7-dimethoxycinnolin-4-amine FC(C=1C(=C(C=CC1)[C@@H](C)NC1=CN=NC2=CC(=C(C=C12)OC)OC)F)F